6-Chloro-9-methyl-2-((1-methyl-4-phenyl-1H-imidazol-2-yl)ethynyl)-9H-purine ClC1=C2N=CN(C2=NC(=N1)C#CC=1N(C=C(N1)C1=CC=CC=C1)C)C